N-(4-methyl-3-(5-(2-oxopropoxy)benzofuran-2-carboxamido)phenyl)-2,3-dihydrobenzo[b][1,4]dioxine-6-carboxamide CC1=C(C=C(C=C1)NC(=O)C1=CC2=C(OCCO2)C=C1)NC(=O)C=1OC2=C(C1)C=C(C=C2)OCC(C)=O